4-((1r,2r)-2-tert-butylcyclopropyl)-3-chlorobenzoic acid C(C)(C)(C)[C@H]1[C@@H](C1)C1=C(C=C(C(=O)O)C=C1)Cl